(2S,5R)-5-(2-chlorophenyl)-1-(6-(2-chlorophenyl)nicotinyl)pyrrolidine-2-carboxylic acid ClC1=C(C=CC=C1)[C@H]1CC[C@H](N1CC1=CN=C(C=C1)C1=C(C=CC=C1)Cl)C(=O)O